OC(C(C(=O)[O-])OP(=O)(O)O)O 3-hydroxy-phosphoglycerate